rel-3-chloro-4-[(3,5-difluoropyridin-2-yl)methoxy]-2'-[2-(2-hydroxypropan-2-yl)pyridin-4-yl]-5',6-dimethyl-[1,4'-bipyridin]-2-one ClC=1C(N(C(=CC1OCC1=NC=C(C=C1F)F)C)C1=CC(=NC=C1C)C1=CC(=NC=C1)C(C)(C)O)=O